[K].C1(CC1)C(=O)N1CCC(CC1)S(=O)(=O)NC(NC1=C2CCCC2=CC=2CCCC12)=O 1-(Cyclopropanecarbonyl)-N-((1,2,3,5,6,7-hexahydro-s-indacen-4-yl)carbamoyl)piperidine-4-sulfonamide, potassium salt